N(=[N+]=[N-])CC(CCC(C(=O)O)C1=CC(=CC=C1)I)(F)F 6-azido-5,5-difluoro-2-(3-iodophenyl)hexanoic acid